3-(5-((2-((1R,4R)-5-(2-((3R,5R,7R)-adamantan-1-yl)ethyl)-2,5-diazabicyclo[2.2.1]Heptane-2-yl)ethyl)amino)-2-methyl-4-oxoquinazolin-3(4H)-yl)piperidine-2,6-dione C12(CC3CC(CC(C1)C3)C2)CCN2[C@H]3CN([C@@H](C2)C3)CCNC3=C2C(N(C(=NC2=CC=C3)C)C3C(NC(CC3)=O)=O)=O